5-((4-Ethynylphenyl)amino)-1,3-dimethyl-1,3-dihydro-2H-benzo[d]imidazol-2-one C(#C)C1=CC=C(C=C1)NC1=CC2=C(N(C(N2C)=O)C)C=C1